N(=[N+]=[N-])CCCCCCCCCCCC(=O)O 12-azidododecanoic Acid